C(C)C1=NN(C2=C1C(NCC1(CCOCC1)C2)=O)C[C@H](COC(C2=CC(=C(C=C2)F)C(F)(F)F)=O)C 4-Fluoro-3-(trifluoromethyl)benzoic acid [(2R)-3-(3-ethyl-4-oxo-spiro[6,8-dihydro-5H-pyrazolo[4,3-c]azepin-7,4'-tetrahydropyran]-1-yl)-2-methyl-propyl] ester